5-((6-fluoroquinolin-5-yl)amino)-2-methyl-3-thioxo-2,3-dihydroisothiazole-4-carbonitrile FC=1C(=C2C=CC=NC2=CC1)NC1=C(C(N(S1)C)=S)C#N